(2R,3R,3aS,6S,6aR)-6-((2-amino-3-bromoquinolin-7-yl)oxy)-2-(4-amino-7H-pyrrolo[2,3-d]pyrimidin-7-yl)hexahydro-2H-cyclopenta[b]furan-3,3a-diol NC1=NC2=CC(=CC=C2C=C1Br)O[C@H]1CC[C@]2([C@@H]1O[C@H]([C@@H]2O)N2C=CC1=C2N=CN=C1N)O